epoxy-phthalic anhydride C1=CC2=C(O2)C3=C1C(=O)OC3=O